FC1=C(C=C(C=2SC=CC21)C#N)C(C)C 4-Fluoro-5-isopropylbenzo[b]thiophene-7-carbonitrile